tert-butyl 1-((tert-butylsulfinyl) amino)-8-azaspiro[4.5]dec-2-en-8-carboxylate C(C)(C)(C)S(=O)NC1C=CCC12CCN(CC2)C(=O)OC(C)(C)C